3,13,17-trimethylpentatriacontane CC(CC)CCCCCCCCCC(CCCC(CCCCCCCCCCCCCCCCCC)C)C